Cl.O1CCOC2=C1C=CC=C2NC(=O)[C@@H]2CNC[C@H]2C2=CC=CC=C2 |r| (±)-trans-N-(2,3-Dihydro-1,4-benzodioxin-5-yl)-4-phenylpyrrolidine-3-carboxamide hydrochloride